CNC=1N=C(C(=NC1C=1C2=C(C=NC1)N(C=N2)C)C(=O)N)NC=2C=NN(C2)C2CCN(CC2)C 5-(Methylamino)-6-(3-methylimidazo[4,5-c]pyridin-7-yl)-3-[[1-(1-methyl-4-piperidyl)pyrazol-4-yl]amino]pyrazine-2-carboxamide